2-(4-isobutoxy-3-isopropyl-6-oxopyridazin-1(6H)-yl)-N-(3-(1-methyl-5-oxo-4,5-dihydro-1H-pyrazol-3-yl)bicyclo[1.1.1]pentan-1-yl)acetamide C(C(C)C)OC=1C(=NN(C(C1)=O)CC(=O)NC12CC(C1)(C2)C2=NN(C(C2)=O)C)C(C)C